tert-butyl 3-((3-(aminomethyl)-4-methylphenoxy)methyl)azetidine-1-carboxylate NCC=1C=C(OCC2CN(C2)C(=O)OC(C)(C)C)C=CC1C